3,3-dinitro-4,4-diaminobiphenyl [N+](=O)([O-])C1(C=C(C=CC1(N)N)C1=CC=CC=C1)[N+](=O)[O-]